COC(C1=C(C=C(C(=C1)F)Br)O[C@H](C(F)(F)F)C)=O.BrC1=C(C=C(C=C1)SCC)F (4-bromo-3-fluorophenyl)(ethyl)sulfane methyl-(S)-4-bromo-5-fluoro-2-((1,1,1-trifluoropropan-2-yl)oxy)benzoate